Cl.O1C(=CC2=C1C=CC=C2)CN (1-benzofuran-2-yl)methylamine HCl